C(C)(C)(C)OC(=O)N1C[C@H](CC1)N1C(N(C=2C1=NC=CC2)C2=CC(=C(C=C2)C2=CC(=C(C=C2)O)C#N)OCOC)=O (S)-3-(1-(3'-cyano-4'-hydroxy-2-(methoxymethoxy)-[1,1'-biphenyl]-4-yl)-2-oxo-1,2-dihydro-3H-imidazo[4,5-b]pyridin-3-yl)pyrrolidine-1-carboxylic acid tert-butyl ester